(E)-N-(2-methoxyethyl)-N-methyl-3-(2-phenylimidazo[1,2-a]pyridin-3-yl)acrylamide COCCN(C(\C=C\C1=C(N=C2N1C=CC=C2)C2=CC=CC=C2)=O)C